CC(C(C)S)S butane-2,3-dithiol